C1(CC1)C1=NN(C(=C1C(COC1=C(C=C(C=C1)Cl)Cl)=O)O)C 1-(3-cyclopropyl-5-hydroxy-1-methyl-1H-pyrazol-4-yl)-2-(2,4-dichlorophenoxy)ethan-1-one